1-(5-{[(5-Chlorothiophen-2-yl)methyl]sulfanyl}-3-[1-(3-hydroxypyrrolidin-1-carbonyl)-2-methylpiperidin-3-yl]-1H-pyrazol-1-yl)-3-methoxy-2,2-dimethylpropan-1-on ClC1=CC=C(S1)CSC1=CC(=NN1C(C(COC)(C)C)=O)C1C(N(CCC1)C(=O)N1CC(CC1)O)C